3-chloro-2-[2-[1-[2-(2,6-dioxo-3-piperidyl)-1,3-dioxo-isoindolin-5-yl]-4-piperidyl]ethoxy]-5-[1-methyl-1-[4-[(2-methylsulfonylpyrimidin-4-yl)methoxy]phenyl]ethyl]benzonitrile ClC=1C(=C(C#N)C=C(C1)C(C)(C1=CC=C(C=C1)OCC1=NC(=NC=C1)S(=O)(=O)C)C)OCCC1CCN(CC1)C=1C=C2C(N(C(C2=CC1)=O)C1C(NC(CC1)=O)=O)=O